C(#N)C1=CC(=C(COC2=C(C=CC(=N2)C=2CC3C(CN(C3)CC3=NC4=C(N3C[C@H]3OCC3)C=C(C=C4)C(=O)O)C2)F)C=C1)F 2-((5-(6-((4-cyano-2-fluorobenzyl)oxy)-5-fluoropyridin-2-yl)-3,3a,4,6a-tetrahydrocyclopenta[c]pyrrol-2(1H)-yl)methyl)-1-(((S)-oxetan-2-yl)methyl)-1H-benzo[d]imidazole-6-carboxylic acid